C(#N)C1(CC1)C1=CC=C(C=C1)C=1N(C(=C(N1)NCC=1C(=CC2=C(OC(O2)(F)F)C1)C(=O)O)S(=O)(=O)CC)C 6-[[[2-[4-(1-cyanocyclopropyl)phenyl]-5-ethylsulfonyl-1-methyl-imidazol-4-yl]amino]methyl]-2,2-difluoro-1,3-benzodioxole-5-carboxylic acid